rac-tert-butyl 6-methyl-7-oxa-3-azabicyclo[4.1.0]heptane-3-carboxylate CC12CCN(CC2O1)C(=O)OC(C)(C)C